C(C1=CC=CC=C1)N1C(=NC=2N(C(N(C(C12)=O)CCCO)=O)C)OC1=CC(=CC(=C1)F)F 7-benzyl-8-(3,5-difluorophenoxy)-1-(3-hydroxypropyl)-3-methyl-1H-purine-2,6(3H,7H)-dione